2-Benzyl-4-(2-chlorophenyl)-5-methylimidazole C(C1=CC=CC=C1)C=1NC(=C(N1)C1=C(C=CC=C1)Cl)C